(R)-N-(1-(3-(difluoromethyl)phenyl)ethyl)-4-(5-methyl-2-((1-methyl-1H-pyrazol-5-yl)amino)pyrimidin-4-yl)oxazole-2-carboxamide FC(C=1C=C(C=CC1)[C@@H](C)NC(=O)C=1OC=C(N1)C1=NC(=NC=C1C)NC1=CC=NN1C)F